CN(S(=O)(=O)C=1C=C(C(=O)N2[C@H]([C@@H]3C[C@@H]3C2)C(=O)NCC2=CC=C(C=C2)C(F)(F)F)C=CC1)C (1r,2r,5s)-3-(3-(dimethylsulfamoyl)benzoyl)-N-(4-(trifluoromethyl)benzyl)-3-azabicyclo[3.1.0]hexane-2-carboxamide